3-n-propyl-2-benzyl-4-pentynoate C(CC)C(C(C(=O)[O-])CC1=CC=CC=C1)C#C